N1-(cyclopropyl-methyl)-N1-(1-(4-fluoro-3-(trifluoromethyl)phenyl)cyclopropyl)-2-methyl-propane-1,2-diamine C1(CC1)CN(CC(C)(N)C)C1(CC1)C1=CC(=C(C=C1)F)C(F)(F)F